CCC(C(=O)O)(C(=O)O)C(=O)O propanetricarboxylic acid